ClC=1C=C(C=C(C1)Cl)C=1C=NC(=C2C(=C(C=NC12)C(=O)N[C@H]1CCOC2=C1C=CC=C2)N2CCOCC2)OC 8-(3,5-dichlorophenyl)-N-[(4S)-3,4-dihydro-2H-1-benzopyran-4-yl]-5-methoxy-4-(morpholin-4-yl)-1,6-naphthyridine-3-carboxamide